(5-(benzyloxy)-1,3-phenylene)dimethanol C(C1=CC=CC=C1)OC=1C=C(C=C(C1)CO)CO